N-succinimidyl-4-(2-pyridylthio)pentanoic acid C1(CCC(N1N1C(C=CC=C1)SC(CCC(=O)O)C)=O)=O